7-bromo-quinoline-2-carboxamide BrC1=CC=C2C=CC(=NC2=C1)C(=O)N